N-[4-[2-(2-fluorophenyl)piperazine-1-carbonyl]-3-pyrrolidin-1-ylphenyl]cyclopropanecarboxamide FC1=C(C=CC=C1)C1N(CCNC1)C(=O)C1=C(C=C(C=C1)NC(=O)C1CC1)N1CCCC1